COC(=O)C1=CC(=C2C(=N1)C=C(O2)C)Cl 7-chloro-2-methylfuro[3,2-b]pyridine-5-carboxylic acid methyl ester